FC(F)(F)C1=NN(C=C1)N1C(N=CN=C1N)N 3-(trifluoromethyl-1H-pyrazol-1-yl)-1,3,5-Triazine-2,4-diamine